C(#N)C1(CC1)C=1C=C(C(=O)O)C=C(C1)OC(F)(F)F 3-(1-cyanocyclopropyl)-5-(trifluoromethoxy)benzoic acid